N-(2-cyano-3-nitro-phenyl)-3-fluoro-pyrrolidine-1-sulfonamide C(#N)C1=C(C=CC=C1[N+](=O)[O-])NS(=O)(=O)N1CC(CC1)F